COC=1C=NC=CC1C1=CC=CC=2[C@@H](CCOC21)CNC(OC(C)(C)C)=O tert-butyl N-{[(4R)-8-(3-methoxypyridin-4-yl)-3,4-dihydro-2H-1-benzopyran-4-yl]methyl}carbamate